COC(=O)[C@@]1([C@@H](C1)\C=C\C1=CC=CC=C1)NC(=O)OC(C)(C)C (1R,2S)-1-((tert-Butoxycarbonyl)amino)-2-((E)-styryl)cyclopropylcarboxylic acid methyl ester